methyl (1r,4r)-4-isopropoxycyclohexane-1-carboxylate C(C)(C)OC1CCC(CC1)C(=O)OC